CN1C=NC=C1 1-N-methyl-imidazole